1-[3-(4-piperidyl)phenyl]hexahydropyrimidine-2,4-dione N1CCC(CC1)C=1C=C(C=CC1)N1C(NC(CC1)=O)=O